C(C)(C)(C)OC(=O)N(CCCCOCCOC1=NC2=C(C3=CN=CC=C13)C=CC(=C2)C(=O)OCOC(=O)OC2CCOCC2)CC2=CC(=C(C(=C2)F)OC(F)(F)F)F ((((tetrahydro-2H-pyran-4-yl)oxy)carbonyl)oxy)methyl 5-(2-(4-((tert-butoxycarbonyl)(3,5-difluoro-4-(trifluoromethoxy)benzyl)amino)butoxy)ethoxy)benzo[c][2,6]naphthyridine-8-carboxylate